3-(methylamino)-2H-thieno[3,2-e][1,2,4]thiadiazine 1,1-dioxide CNC=1NS(C2=C(N1)C=CS2)(=O)=O